isopropyl (R)-2-amino-2-(4-((diphenylmethylene)amino)phenyl)-4,4-dimethylpentanoate N[C@](C(=O)OC(C)C)(CC(C)(C)C)C1=CC=C(C=C1)N=C(C1=CC=CC=C1)C1=CC=CC=C1